FC(OC1=CC=C(C=C1)N1C[C@H]2[C@@H](C1)CNC2)(F)F (3aR,6aS)-5-[4-(trifluoromethoxy)phenyl]-2,3,3a,4,6,6a-hexahydro-1H-pyrrolo[3,4-c]pyrrole